FC(C(=O)O)(F)F.ClC1=CC=C(C=C1)C(=C(CN1CCNCC1)C)CC(C)C (3-(4-chlorophenyl)-2,5-dimethylhex-2-en-1-yl)piperazine trifluoroacetate